2-fluoro-5-(5-fluoropyrimidin-2-yl)-4-methylaniline FC1=C(N)C=C(C(=C1)C)C1=NC=C(C=N1)F